4-(2,4-dichlorophenyl)-5-methyl-2-(2-thienyl)imidazole ClC1=C(C=CC(=C1)Cl)C=1N=C(NC1C)C=1SC=CC1